FC1=C(C(=CC=2NC(=NC21)C(CO)C2=CC=C(C=C2)S(=O)(=O)CC)F)C2=CC=CC=C2 2-(4,6-difluoro-5-phenyl-1H-benzo[d]imidazol-2-yl)-2-(4-(ethylsulfonyl)phenyl)ethanol